CC(COC(=O)C(=C)C)O The molecule is an enoate ester that is the 1-methacryloyl derivative of propane-1,2-diol. It has a role as a polymerisation monomer. It derives from a propane-1,2-diol and a methacrylic acid.